2-(2H-benzotriazol-2-yl)-6-dodecyl-4-pentylphenol N=1N(N=C2C1C=CC=C2)C2=C(C(=CC(=C2)CCCCC)CCCCCCCCCCCC)O